methyl N-(5-amino-2-pyridyl)carbamate NC=1C=CC(=NC1)NC(OC)=O